C(CC)OC(CCCCCCCC)=O.C(CCCCCCCC)(=O)OCC ethyl nonanoate propyl-pelargonate